C(CO)(=O)N1[C@H]([C@H](CCC1)NS(=O)(=O)C)CO[C@@H]1CC[C@@H](CC1)C1=C(C(=CC=C1F)F)F N-((2R,3S)-1-glycoloyl-2-(((cis-4-(2,3,6-trifluorophenyl)cyclohexyl)oxy)methyl)piperidin-3-yl)methanesulfonamide